BrC=1C=CC(N(N1)CC1=CC=C(C=C1)Cl)=O 6-bromo-2-[(4-chlorophenyl)methyl]-2,3-dihydropyridazin-3-one